(E)-2-((3-hydroxy-1,4-dioxo-1,4-dihydronaphthalen-2-yl)methylene)pentanoyl chloride OC1=C(C(C2=CC=CC=C2C1=O)=O)\C=C(\C(=O)Cl)/CCC